2-((4-(((S)-2-hydroxy-1-phenylethyl)amino)-5-(3,8-dioxa-1-azaspiro[4.5]dec-1-en-2-yl)pyridin-2-yl)amino)-7,7-dimethyl-5,7-dihydrofuro[3,4-b]pyridin-5-ol OC[C@H](C1=CC=CC=C1)NC1=CC(=NC=C1C1=NC2(CO1)CCOCC2)NC2=CC=C1C(=N2)C(OC1O)(C)C